N-isopropyl-8-(4-(trifluoromethyl)phenyl)quinoline-3-carboxamide C(C)(C)NC(=O)C=1C=NC2=C(C=CC=C2C1)C1=CC=C(C=C1)C(F)(F)F